CC1=NC(=CC2=C1SC(=N2)N)C 4,6-dimethylthiazolo[5,4-c]pyridin-2-amine